CN1C(N2C(COC3=C4C2=C1C=NC4=CC=C3C=3C=NC(=CC3)OCCCN3CCCCC3)(C)C)=O 2,10,10-Trimethyl-7-(6-(3-(piperidin-1-yl)propoxy)pyridin-3-yl)-9,10-dihydro-8-Oxa-2,4,10a-triazanaphtho[2,1,8-cde]azulene-1(2H)-one